tert-Butyl 6-((methylsulfonyl)oxy)-2-azaspiro[3.3]heptane-2-carboxylate CS(=O)(=O)OC1CC2(CN(C2)C(=O)OC(C)(C)C)C1